3-[2-(4-hydroxy-1-piperidinyl)ethyl]-1-[3-(trifluoromethyl)phenyl]Urea OC1CCN(CC1)CCNC(NC1=CC(=CC=C1)C(F)(F)F)=O